C1(CCCCC1)CCN1CCN(CC1)C(=O)C1=CC=C(C=C1)OCC [4-(2-Cyclohexylethyl)piperazin-1-yl]-(4-ethoxyphenyl)methanon